(1S,2S)-2-fluoro-N-methyl-N'-((5-(trifluoromethyl)pyridin-2-yl)methyl)cyclopropane-1-carbohydrazide F[C@@H]1[C@@H](C1)C(=O)N(NCC1=NC=C(C=C1)C(F)(F)F)C